ClCCC(=O)N1[C@@H](CN([C@H](C1)C)C1=CC=C2C(=N1)C(=C(N2)C=2C(=C(C=1N(C2)N=CN1)C)C)C(C)C)C 3-chloro-1-((2R,5S)-4-(2-(7,8-dimethyl-[1,2,4]triazolo[1,5-a]pyridin-6-yl)-3-isopropyl-1H-pyrrolo[3,2-b]pyridin-5-yl)-2,5-dimethylpiperazin-1-yl)propan-1-one